2-[[4-(4-Fluorophenyl)-5-(furan-2-yl)-4H-1,2,4-triazol-3-yl]sulfanyl]-N'-[(4-chlorophenyl)methylidene]acetohydrazide FC1=CC=C(C=C1)N1C(=NN=C1C=1OC=CC1)SCC(=O)NN=CC1=CC=C(C=C1)Cl